(4-(2,5-diazabicyclo[4.1.0]heptan-2-yl)-6-chloro-2-(((S)-1-methylpyrrolidin-2-yl)methoxy)pyrido[2,3-d]pyrimidin-7-yl)-3-fluorophenol C12N(CCNC2C1)C=1C2=C(N=C(N1)OC[C@H]1N(CCC1)C)N=C(C(=C2)Cl)C2=C(C=CC=C2F)O